OC1=C(C=O)C=C(C=C1)C=C1C2CCC(C1=C=O)(C2(C)C)C 2-hydroxy-5-((4,7,7-trimethyl-3-carbonyl-bicyclo[2.2.1]hept-2-ylidene)methyl)benzaldehyde